[6-[2-(dimethylamino)ethoxy]-4-fluoro-2,3-dihydro-1H-inden-2-yl]methanol CN(CCOC1=CC(=C2CC(CC2=C1)CO)F)C